tert-Butyl 3-[[4-[[[4-[[3-(2,3-difluoro-4-methoxy-phenyl)imidazo[1,2-a]pyrazin-8-yl]amino]-2-ethyl-benzoyl]amino]methyl]-1-piperidyl]methyl]azetidine-1-carboxylate FC1=C(C=CC(=C1F)OC)C1=CN=C2N1C=CN=C2NC2=CC(=C(C(=O)NCC1CCN(CC1)CC1CN(C1)C(=O)OC(C)(C)C)C=C2)CC